NC/C(/COC1=CC=C(C=N1)S(=O)(=O)N1CC2C(C2C1)C(=O)O)=C\F trans-3-[6-((E)-2-aminomethyl-3-fluoro-allyloxy)-pyridine-3-sulfonyl]-3-aza-bicyclo[3.1.0]hexane-6-carboxylic acid